C(C1=CC(=C(C(=C1)CC)NC(=O)C1CCCCC1)CC)C1=CC(=C(C(=C1)CC)NC(=O)C1CCCCC1)CC N,N'-[Methylenbis(2,6-diethyl-4,1-phenylen)]bis-[cyclohexan-carboxamid]